2-[4-(5-amino-4-cyano-1-isopropylpyrazol-3-yl)phenyl]-N-[3-[3-(trifluoromethyl)bicyclo[1.1.1]pent-1-yl]-1,2-oxazol-5-yl]propanamide NC1=C(C(=NN1C(C)C)C1=CC=C(C=C1)C(C(=O)NC1=CC(=NO1)C12CC(C1)(C2)C(F)(F)F)C)C#N